C(C)(C)(C)OC(=O)N(C1CCCCC1)C1CCCCC1 N-t-butoxycarbonyl-dicyclohexylamine